5-(2,6-dibromo-4-nitrophenoxy)-2-methoxypyridine BrC1=C(OC=2C=CC(=NC2)OC)C(=CC(=C1)[N+](=O)[O-])Br